(5S,8R)-N-(5-chloro-2-fluoro-4-(trifluoromethyl)phenyl)-2-fluoro-6,7,8,9-tetrahydro-5H-5,8-epiminocyclohepta[b]pyridine-10-carboxamide ClC=1C(=CC(=C(C1)NC(=O)N1[C@H]2CC[C@@H]1CC1=NC(=CC=C12)F)F)C(F)(F)F